ClC=1C(=C(C=CC1)C)[C@]1(CN(CC1)C(=O)OC(C)(C)C)NC1=CC=C2C(C(N(C2=C1)C)=O)(C)C tert-butyl (R)-3-(3-chloro-2-tolyl)-3-(1-methyl-3,3-dimethyl-2-oxo-6-indolinylamino)-1-pyrrolidinecarboxylate